FC(C1=C(C(=O)NC2=CC=C(C=C2)CC2=NC3=C(N2)C=CC(=C3)C(F)(F)F)C=CC=C1)F 2-(Difluoromethyl)-N-(4-((5-(trifluoromethyl)-1H-benzo[d]imidazol-2-yl)methyl)phenyl)benzamide